2-[3-(tert-butoxycarbonylamino)-4-[[5-[(3-chloro-4-methoxy-benzoyl)amino]-2-[(4-methoxyphenyl)methyl]pyrazole-3-carbonyl]amino]phenoxy]ethyl tert-butyl carbonate C(OCCOC1=CC(=C(C=C1)NC(=O)C=1N(N=C(C1)NC(C1=CC(=C(C=C1)OC)Cl)=O)CC1=CC=C(C=C1)OC)NC(=O)OC(C)(C)C)(OC(C)(C)C)=O